N1=C(C=CC2=CC=CC=C12)[C@H](C)N[S@](=O)C(C)(C)C (R)-N-((S)-1-(quinolin-2-yl)-ethyl)-2-methylpropane-2-sulfinamide